C(#N)C=1C=C2C(N(C(=NC2=C(C1)N1CCC(CC1)N1CCOCC1)[C@@H]1N(CCC1)C(=O)OC(C)(C)C)C1=CC(=C(C=C1)OC)F)=O tert-butyl (R)-2-(6-cyano-3-(3-fluoro-4-methoxyphenyl)-8-(4-morpholinopiperidin-1-yl)-4-oxo-3,4-dihydroquinazolin-2-yl)pyrrolidine-1-carboxylate